(2-(2,6-Dimethylpyridin-4-yl)-3-(prop-1-en-2-yl)-5,6,7,8-tetrahydro-1H-pyrrolo[3,2-b]quinolin-6-yl)carbamic acid benzyl ester C(C1=CC=CC=C1)OC(NC1CCC=2C=C3C(=NC2C1)C(=C(N3)C3=CC(=NC(=C3)C)C)C(=C)C)=O